ON=CCC(C1=CC=CC=C1)P(O)(=O)CCCCCC (3-(hydroxyimino)-1-phenylpropyl)(n-hexyl)phosphinic acid